N-[(1R,3R)-3-aminocyclohexyl]-6-{3-[4-(N-methylcarbamoyl)-2-anisidino]-1-propynyl}-1-(2,2,2-trifluoroethyl)-1H-1,3-benzimidazole-4-carboxamide N[C@H]1C[C@@H](CCC1)NC(=O)C1=CC(=CC=2N(C=NC21)CC(F)(F)F)C#CCNC=2C(OC)=CC=C(C2)C(NC)=O